C(C)OC(=O)C=1NC2=CC=C(C=C2C1)OC1=CC=C(C=C1)F 5-(4-fluorophenoxy)-1H-indole-2-carboxylic acid ethyl ester